COC(C1=CC(=C(C=C1)O)S(NC1=C(C=C(C(=C1)C#N)Cl)N1C(CCCC1)CN(CCOCOCC[Si](C)(C)C)C(C(F)(F)F)=O)(=O)=O)=O methyl-3-(N-(4-chloro-5-cyano-2-(2-(10,10-dimethyl-2-(2,2,2-trifluoroacetyl)-5,7-dioxa-2-aza-10-silaundecyl)piperidin-1-yl)phenyl)sulfamoyl)-4-hydroxybenzoate